(1's,3R,16'S,19's)-6'-fluoro-8',18'-dioxa-11'-azaspiro[morpholine-3,15'-tetracyclo[17.2.2.02,7.011,16]tricosane] FC1CCCC2C3CCC(OC[C@@H]4[C@@]5(CCCN4CCOC12)NCCOC5)CC3